ClC1=CC=C2C(NC=NC2=C1)=O 7-chloroquinazolin-4(3H)-one